3-nitro-2-phenylchromen-4-one [N+](=O)([O-])C1=C(OC2=CC=CC=C2C1=O)C1=CC=CC=C1